OC(C)(C)C=1C=C(SC1)S(=O)(N)=NC(NC1=C2C(=NC(=C1)C(F)(F)F)CCC2)=O 4-(2-Hydroxypropan-2-yl)-N'-((2-(trifluoromethyl)-6,7-dihydro-5H-cyclopenta[b]pyridin-4-yl)carbamoyl)thiophene-2-sulfonimidamide